ClC=1C(N(C(=CC1OCC1=NC=C(C=C1F)F)C)C1=CC(=NC=C1C)N1C(C(=CC=C1)C1CCOCC1)=O)=O 3''-chloro-4''-((3,5-difluoropyridin-2-yl)methoxy)-5',6''-dimethyl-3-(tetrahydro-2H-Pyran-4-yl)-2H,2''H-[1,2':4',1''-terpyridine]-2,2''-dione